tert-butyl 4-(2-aminopyridin-3-ylamino)-piperidine-1-carboxylate NC1=NC=CC=C1NC1CCN(CC1)C(=O)OC(C)(C)C